FC=1C=CC(=NC1)OC1CCN(CC1)S(=O)(=O)N1C2(CN(CC1CC2)C(=O)OCCOC)C(NO)=O 2-methoxyethyl 8-((4-((5-fluoropyridin-2-yl)oxy)piperidin-1-yl)sulfonyl)-1-(hydroxycarbamoyl)-3,8-diazabicyclo[3.2.1]octane-3-carboxylate